C(N)(=O)OCC1=C(N2C(CC2SC1)=O)C(=O)O 3-carbamoyloxymethyl-8-oxo-5-thia-1-azabicyclo[4.2.0]Oct-2-ene-2-carboxylic acid